C(C)(C)(C)OC(=O)N1CC(CC(C1)C)C=1C=NC(=CC1)OC 3-(6-methoxypyridin-3-yl)-5-methylpiperidine-1-carboxylic acid tert-butyl ester